1-(2-chloropyrimidin-4-yl)-6-(2-fluorophenyl)-3,3-dimethyl-2,3-dihydro-1H-pyrrolo[3,2-b]pyridine ClC1=NC=CC(=N1)N1CC(C2=NC=C(C=C21)C2=C(C=CC=C2)F)(C)C